Butyl-benzoAzolin-2-one-5-carboxamide C(CCC)C1C(NC2=C1C=C(C=C2)C(=O)N)=O